C(C)OC(=O)C1=C(C=C(C(=C1)O)O)CC(=O)O 2-[2-(ethoxycarbonyl)-4,5-dihydroxyphenyl]acetic acid